Cl.COC1CCC(CC1)NC (1r,4r)-4-methoxy-N-methylcyclohexan-1-amine hydrochloride